ClC=1N=NC(=C(N1)NC1=C(C#N)C=CC=C1)Cl 2-((3,6-dichloro-1,2,4-triazin-5-yl)amino)benzonitrile